4,4'-diaminodiphenyl sulphone C1=CC(=CC=C1N)S(=O)(=O)C2=CC=C(C=C2)N